4-(4-methoxy-2-nitro-anilino)piperidine-1-carboxylic acid tert-butyl ester C(C)(C)(C)OC(=O)N1CCC(CC1)NC1=C(C=C(C=C1)OC)[N+](=O)[O-]